1-carboxymethyl-3-methylimidazole hydrogensulfate S(=O)(=O)(O)O.C(=O)(O)CN1CN(C=C1)C